CN1[C@@H]2[C@H](CC1)CN(C2)C=2N=NC(=CN2)C2=C(C=C(C=C2)C=2C=NNC2)O 2-{3-[(3ar,6ar)-1-methylhexahydropyrrolo[3,4-b]pyrrol-5(1H)-yl]-1,2,4-triazin-6-yl}-5-(1H-pyrazol-4-yl)phenol